2,5-Bis(o-chlorophenyl)-4-(3,4-dimethoxy-phenyl)-1H-imidazol ClC1=C(C=CC=C1)C=1NC(=C(N1)C1=CC(=C(C=C1)OC)OC)C1=C(C=CC=C1)Cl